[K].C(C)OC1=NC2=C(N1CC1=CC=C(C=C1)C1=C(C=CC=C1)C1=NOC(N1)=O)C(=CC=C2)C(=O)OCC=2OC(OC2C)=O (5-methyl-2-oxo-1,3-dioxol-4-yl)methyl 2-ethoxy-1-{[2'-(5-oxo-4,5-dihydro-1,2,4-oxadiazol-3-yl)biphenyl-4-yl]methyl}-1H-benzimidazole-7-carboxylate monopotassium salt